CC1=CC=CC=2N1N=C(C2)C2N(CCC1=C2N=CN1)C=O 4-(7-methylpyrazolo[1,5-a]pyridin-2-yl)-(6,7-dihydro-1H-imidazo[4,5-c]pyridin-5(4H)-yl)methanone